4-(3-(4-Acryloylpiperazin-1-yl)azetidin-1-yl)-6-(4-fluoro-1-oxa-8-azaspiro[4.5]decan-8-yl)-2-(trifluoromethyl)nicotinonitrile C(C=C)(=O)N1CCN(CC1)C1CN(C1)C1=CC(=NC(=C1C#N)C(F)(F)F)N1CCC2(C(CCO2)F)CC1